BrC1=CC(=C(C=C1)[C@@H]1CO[C@H](CN1C(=O)OC(C)(C)C)C)C tert-butyl (2S,5R)-5-(4-bromo-2-methylphenyl)-2-methylmorpholine-4-carboxylate